ClC1=C(C=C(C=C1)CCN[C@@H]([C@H]1CNC2=C(N1)N=CC=C2)C2=CC=CC=C2)C(C(=O)O)(C)C 2-(2-chloro-5-(2-(((R)-phenyl((R)-1,2,3,4-tetrahydropyrido[2,3-b]pyrazin-3-yl)methyl)amino)ethyl)phenyl)-2-methylpropanoic acid